Adenosine-13C5 C1=NC(=C2C(=N1)N(C=N2)[13C@H]3[13C@H]([13CH]([13C@H](O3)[13CH2]O)O)O)N